O1C(=CC=C1)C=1N=CC=2N(C1)C(=CN2)C2=CSC=C2 6-(2-furyl)-3-(3-thienyl)imidazo[1,2-a]pyrazine